(S)-methyl 2-((S)-2-amino-2-((S)-2,3-dihydrobenzofuran-2-yl)acetamido)-3-((S)-2-oxopyrrolidin-3-yl)propanoate N[C@H](C(=O)N[C@H](C(=O)OC)C[C@H]1C(NCC1)=O)[C@H]1OC2=C(C1)C=CC=C2